BrC=1C=C(CN2N=C(C=C2C)C(=O)NC2=CC=CC=C2)C=CC1 1-(3-bromobenzyl)-5-methyl-N-phenyl-1H-pyrazole-3-carboxamide